CCCCCCCCCCCCCCCCCCCCCCCC(=O)N[C@@H](COP(=O)([O-])OCC[N+](C)(C)C)[C@@H](/C=C/CCCCCCCCC(C)CC)O The molecule is a sphingomyelin 41:1 obtained by formal condensation of the carboxy group of tetracosanoic acid with the amino group of 14-methylhexadecasphingosine-1-phosphocholine. It is a metabolite of the nematode Caenorhabditis elegans. It has a role as a Caenorhabditis elegans metabolite. It derives from a 14-methylhexadecasphingosine and a tetracosanoic acid.